N-(4-(6-methyl-1,2,3,4-tetrahydroquinoline-2-yl)phenyl)sulfamoylamine CC=1C=C2CCC(NC2=CC1)C1=CC=C(C=C1)NS(N)(=O)=O